tert-butyl (((R)-3-((R)-N-((1,2,3,5,6,7-hexahydro-s-indacen-4-yl)carbamoyl)-N'-tritylsulfamimidoyl)-6,7-dihydro-5H-pyrazolo[5,1-b][1,3]oxazin-6-yl)methyl)(methyl)carbamate C1CCC2=C(C=3CCCC3C=C12)NC(=O)N[S@](=O)(=NC(C1=CC=CC=C1)(C1=CC=CC=C1)C1=CC=CC=C1)C=1C=NN2C1OC[C@@H](C2)CN(C(OC(C)(C)C)=O)C